N-[(2,4-dimethoxyphenyl)-(4-methoxyphenyl)methyl]-4-[[4-(4-methoxyphenyl)benzoyl]amino]piperidine-4-carboxamide COC1=C(C=CC(=C1)OC)C(NC(=O)C1(CCNCC1)NC(C1=CC=C(C=C1)C1=CC=C(C=C1)OC)=O)C1=CC=C(C=C1)OC